4-[(1S)-1-Isocyanatoethyl]-1,1'-biphenyl N(=C=O)[C@@H](C)C1=CC=C(C=C1)C1=CC=CC=C1